[N+](=O)([O-])C=1C=C(C=CC1)NC(=O)C=1C=C(C=CC1)S(=O)(=O)NCC1=CC=C(O1)C(=O)OCC ethyl 5-(((3-((3-nitrophenyl)carbamoyl)phenyl)sulfonamido) methyl)furan-2-carboxylate